4-methylbenzenesulfonic acid-6,6-difluoro-3-oxo-1-phenyl-4-aza-2-oxaoct-8-yl ester FC(CNC(OCC1=CC=CC=C1)=O)(CCOS(=O)(=O)C1=CC=C(C=C1)C)F